6-((7S,8aS)-7-(3-([1,2,4]triazolo[1,5-a]pyridin-5-yl)prop-2-yn-1-yl)-6-oxo-hexahydropyrrolo[1,2-a]pyrazin-2(1H)-yl)nicotinonitrile N=1C=NN2C1C=CC=C2C#CC[C@H]2C[C@@H]1N(CCN(C1)C1=NC=C(C#N)C=C1)C2=O